4-(tert-butoxycarbonylamino)norbornane-1-carboxylic acid C(C)(C)(C)OC(=O)NC12CCC(CC1)(C2)C(=O)O